N1=CC=C(C=C1)C=1C2=C(C(=NC1)NCC=1C=C(C(=O)O)C=CC1)CCO2 3-(((7-(pyridin-4-yl)-2,3-dihydrofuro[3,2-c]pyridin-4-yl)amino)methyl)benzoic acid